(RS)-benzyl 3-aminopiperidine-1-carboxylate N[C@H]1CN(CCC1)C(=O)OCC1=CC=CC=C1 |r|